tert-Butyl (S)-2-(methoxymethyl)-4-(5-(trifluoromethyl)pyrimidin-2-yl)piperazine-1-carboxylate COC[C@H]1N(CCN(C1)C1=NC=C(C=N1)C(F)(F)F)C(=O)OC(C)(C)C